1-(4-cyanophenyl)-N-(4-(8-ethyl-2-(((3S,5S)-5-fluoropiperidin-3-yl)-amino)-7-oxo-7,8-dihydropyrido[2,3-d]-pyrimidin-6-yl)-2,3,6-trifluorophenyl)methanesulfonamide C(#N)C1=CC=C(C=C1)CS(=O)(=O)NC1=C(C(=C(C=C1F)C1=CC2=C(N=C(N=C2)N[C@@H]2CNC[C@H](C2)F)N(C1=O)CC)F)F